C[C@@]12CCC/C(/[C@@H]2CC[C@@H]1[C@H](CN1CCC(CC1)C(F)(F)F)C)=C\C=C1C[C@H](C([C@@H](C1)O)=C)O (1R,3R)-5-(2-((1R,3aS,7aR,E)-7a-methyl-1-((R)-1-(4-(trifluoromethyl)piperidin-1-yl)propane-2-yl)octahydro-4H-inden-4-ylidene)ethylidene)-2-methylenecyclohexane-1,3-diol